C(C)(=O)C1=NN(C=C1)CC1=C(C=C2[C@](NC(NC2=C1)=O)(C(C)(F)F)C#CC1CC1)F (S)-7-((3-acetyl-1H-pyrazol-1-yl)methyl)-4-(cyclopropylethynyl)-4-(1,1-difluoroethyl)-6-fluoro-3,4-dihydroquinazolin-2(1H)-one